2-(4,4-dimethyl-2,3-dihydropyran-6-yl)-4,4,5,5-tetramethyl-1,3,2-dioxaborolane CC1(CCOC(=C1)B1OC(C(O1)(C)C)(C)C)C